lauric acid benzyl ester C(C1=CC=CC=C1)OC(CCCCCCCCCCC)=O